5-(1-(8-Cyclobutyl-8-azabicyclo[3.2.1]octan-3-yl)piperidin-4-yl)-7-fluoro-1-methyl-2-(4-(methylsulfonyl)phenyl)-1H-benzo[d]imidazol C1(CCC1)N1C2CC(CC1CC2)N2CCC(CC2)C2=CC1=C(N(C(=N1)C1=CC=C(C=C1)S(=O)(=O)C)C)C(=C2)F